acryl phosphoramidite P(OC(=O)C=C)([O-])N